(3S)-N,5-dimethyl-3-((7-methyl-2-(2-(2-propenoyl)-2,6-diazaspiro[3.4]octan-6-yl)pyrido[3,2-d]pyrimidin-4-yl)amino)hexanamide CNC(C[C@H](CC(C)C)NC=1C2=C(N=C(N1)N1CC3(CN(C3)C(C=C)=O)CC1)C=C(C=N2)C)=O